ClC1=CC=C(C=C1)NN(C(=O)Cl)C1=CC=CC=C1 (Z)-N'-(4-chlorophenyl)phenylcarbazoyl chloride